3-(5-(6-amino-3-bromopyridin-2-yl)-1-oxoisoindolin-2-yl)piperidine-2,6-dione NC1=CC=C(C(=N1)C=1C=C2CN(C(C2=CC1)=O)C1C(NC(CC1)=O)=O)Br